N(=[N+]=[N-])C1=CC=C(C=C1)\C=C\C(=O)C1=CC=CC=C1 4-azidochalcone